ClC1=C2C(OC(C2=C(C(=C1Cl)Cl)Cl)=O)(C1=C(N(C2=CC=CC=C12)CCCCC)C)C1=C(C=C(C=C1)N(CC)CC)OCC 4,5,6,7-Tetrachloro-3-(4-diethylamino-2-ethoxyphenyl)-3-(1-n-pentyl-2-methyl-1H-indole-3-yl)-1(3H)-Isobenzofuranone